1-(5-aminopyridin-2-yl)-2-(3-fluoropyridine-2-yl)-2-methylpropan-1-one NC=1C=CC(=NC1)C(C(C)(C)C1=NC=CC=C1F)=O